CC1(OB(OC1(C)C)C1=CC=C2C=NC(=NC2=C1)N)C 7-(4,4,5,5-tetramethyl-1,3,2-dioxaborolan-2-yl)quinazolin-2-amine